BrC1=C(C=C(C2=C1CC(O2)CO[Si](C)(C)C(C)(C)C)Cl)N 4-bromo-2-(((tert-butyldimethylsilyl)oxy)methyl)-7-chloro-2,3-dihydrobenzofuran-5-amine